4'-(3-((2-ethyl-6-methylthieno[2,3-d]pyrimidin-4-yl)amino)propyl)-[1,1'-biphenyl]-4-carbonitrile C(C)C=1N=C(C2=C(N1)SC(=C2)C)NCCCC2=CC=C(C=C2)C2=CC=C(C=C2)C#N